7-oxo-4,7-dihydropyrazolo[1,5-a]pyrimidine-3-carboxylic acid O=C1C=CNC=2N1N=CC2C(=O)O